ClC1=CC2=C3N=C(C=4C(NC5=CC=NC(C6=CC=CC(OCC(NC(CNC3=N1)(C)C)=O)=C6C)=C5C4)=O)N2 7-chloro-12,12,31-trimethyl-16-oxa-3,8,10,13,23,27,32-heptaazahexacyclo[20.6.2.12,5.117,21.04,9.026,30]dotriaconta-1(29),2,4,6,8,17(31),18,20,22(30),23,25-undecaene-14,28-dione